1-[1-(3-chloro-6-oxo-1H-pyridazin-5-yl)-2-methoxy-ethyl]-3-fluoro-pyrazol ClC1=NNC(C(=C1)C(COC)N1N=C(C=C1)F)=O